Cl.NC=1N=CC(=NC1OC(C)C1=C(C=CC=C1Cl)Cl)C1=CC=C(C=C1)C(=O)N1C[C@H](CC1)N (4-{5-amino-6-[1-(2,6-dichloro-phenyl)-ethoxy]-pyrazin-2-yl}-phenyl)-((S)-3-aminopyrrolidin-1-yl)-methanone hydrochloride